[Cl-].NC(CCN1CN(C=C1)CC(=O)N)=O 1-(3-amino-3-oxopropyl)-3-(2-amino-2-oxoethyl)-imidazole chloride